4-[5-(3,5-dichloro-4-fluorophenyl)-4,5-dihydro-5-(trifluoromethyl)-3-isoxazolyl]-1-naphthalenecarboxylic acid ClC=1C=C(C=C(C1F)Cl)C1(CC(=NO1)C1=CC=C(C2=CC=CC=C12)C(=O)O)C(F)(F)F